2-(6-(hydroxy(2-methyl-2-azabicyclo[2.2.1]heptan-6-yl)methyl)-4-methylpyridazin-3-yl)-5-(trifluoromethyl)phenol OC(C1=CC(=C(N=N1)C1=C(C=C(C=C1)C(F)(F)F)O)C)C1CC2CN(C1C2)C